Cl.N1N=NC(=C1)CN1C(NC=NC1=O)=O 3-triazolylmethyl-1,3,5-triazine-2,4-dione compound with hydrochloric acid